O1C(=CC2=C1C=CC=C2)C=2C(C(=C(N(C2C)C)C)C(=O)NC2=CC(=C(C=C2)OC2=CC=NC1=CC(=C(N=C21)OC)OCCOC)F)=O 5-(1-benzofuran-2-yl)-N-[3-fluoro-4-[[6-methoxy-7-(2-methoxyethoxy)-1,5-naphthyridin-4-yl]oxy]phenyl]-1,2,6-trimethyl-4-oxopyridine-3-carboxamide